tetrabutylammonium borohydride salt [BH4-].C(CCC)[N+](CCCC)(CCCC)CCCC